NC1=NC=CC=2N1C(=NC2C2CN(CC2)C(C=C)=O)C2=C(C=C(C=C2)OC2=NC=CC(=C2)C2CC2)F 1-(3-(5-amino-3-(4-((4-cyclopropylpyridin-2-yl)oxy)-2-fluorophenyl)imidazo[1,5-c]pyrimidin-1-yl)pyrrolidin-1-yl)prop-2-en-1-one